BrC=1C=NN(C1)CC1CC2(CN(C2)C(=O)OC(C)(C)C)C1 tert-butyl 6-[(4-bromopyrazol-1-yl) methyl]-2-azaspiro[3.3]heptane-2-carboxylate